C(C1=CC=CC=C1)OC1(CCC1)OS(=O)(=O)C methanesulfonic acid (3-cis-benzyloxycyclobutyl) ester